OC1=CC=C(C=C1)CC(=O)O p-Hydroxy-Phenylacetic Acid